ClC1=C(C=C2C=C(N=CC2=C1)NC(=O)[C@@H]1CC12COCC2)C2CCN(CC2)[C@H]2COC[C@H]2O (1R,2R)-N-(7-chloro-6-(1-((3S,4S)-4-hydroxytetrahydrofuran-3-yl)piperidin-4-yl)isoquinolin-3-yl)-5-oxaspiro[2.4]heptane-1-carboxamide